C(N)(=O)C1=NN(C=C1)CCN(C(OC(C)(C)C)=O)CCO tert-butyl (2-(3-carbamoyl-1H-pyrazole-1-yl)ethyl)(2-hydroxyethyl)carbamate